CC(C(=O)OC=1C(=NN(C(C1C1=C(C(=CC=C1F)Cl)CCC1=CC(=C(C=C1)C(N(C)CC)=O)F)=O)C)C)C [5-[3-chloro-2-[2-[4-[ethyl (methyl) carbamoyl]-3-fluoro-phenyl] ethyl]-6-fluoro-phenyl]-1,3-dimethyl-6-oxo-pyridazin-4-yl] 2-methylpropionate